CC=1C(=NNC1)C1=NN=C(O1)C(=O)N1[C@H](C2=C(CC1)NC=N2)C2=NN1C(C(=CC=C1)C)=C2 (R)-(5-(4-methyl-1H-pyrazol-3-yl)-1,3,4-oxadiazol-2-yl)(4-(4-methylpyrazolo[1,5-a]pyridin-2-yl)-1,4,6,7-tetrahydro-5H-imidazo[4,5-c]pyridin-5-yl)methanone